(R)-dimethyl 2-((2,2-dimethyl-1,3-dioxolan-4-yl)methyl)malonate CC1(OC[C@H](O1)CC(C(=O)OC)C(=O)OC)C